triallyloxydimethylethoxysilane C(C=C)OC(CO[SiH](C)C)(OCC=C)OCC=C